2-(4-fluoro-2-(phenylamino)phenyl)ethane FC1=CC(=C(C=C1)CC)NC1=CC=CC=C1